glycidoxyethoxy-propyltrimethoxysilane C(C1CO1)OCCOCO[Si](OC)(OC)CCC